Cl\C(\C(=O)OCC)=N/NC1=C(C=CC(=C1)Cl)Cl ethyl (Z)-2-chloro-2-(2-(2,5-dichlorophenyl)hydrazineylidene)acetate